CN(C=1C=C(C(=NC1)OC=1C=CC=2N(C1)C(=C([NH+]2)C(=O)NC2(CS(C2)(=O)=O)C)C)OCC(F)(F)F)C 6-[5-(dimethylamino)-3-(2,2,2-trifluoroethoxy)pyridine-2-yl]oxy-3-methyl-N-(3-methyl-1,1-dioxo-thietan-3-yl)imidazo[1,2-a]pyridin-1-ium-2-carboxamide